[I-].O=C(CCCCC[N+]1=C2C=C(C=CC2=CC2=CC=C(C=C12)N(C)C)N(C)C)NCCCOCCOCCOCCCNC(CCCCC[N+]1=C2C=C(C=CC2=CC2=CC=C(C=C12)N(C)C)N(C)C)=O.[I-] 10,10'-(6,22-dioxo-11,14,17-trioxa-7,21-diazaheptacosane-1,27-diyl)bis(3,6-bis(dimethylamino)acridin-10-ium) iodide